deoxythymidine 5'-monophosphate P(=O)(O)(O)OC[C@@H]1[C@H](C[C@@H](O1)N1C(=O)NC(=O)C(C)=C1)O